tert-butyl (3,5-dichloro-4-(3-fluoro-2,6-dioxopiperidin-3-yl)benzyl)carbamate ClC=1C=C(CNC(OC(C)(C)C)=O)C=C(C1C1(C(NC(CC1)=O)=O)F)Cl